C(C)OC1C(C(C1)=O)CCC 3-ethoxy-2-propylcyclobutanone